4-chloro-3-(6,6-difluoro-4-azaspiro[2.4]heptan-4-yl)-1-[4-(1,1-difluoroethyl)phenyl]sulfonyl-indazole ClC1=C2C(=NN(C2=CC=C1)S(=O)(=O)C1=CC=C(C=C1)C(C)(F)F)N1C2(CC2)CC(C1)(F)F